(Z)-6-hydroxy-3-(4-methoxyphenyl)-6,8-diphenyloctane-2-ene-4,7-diyne-1-aldehyde OC(C#C\C(=C/C=O)\C1=CC=C(C=C1)OC)(C#CC1=CC=CC=C1)C1=CC=CC=C1